C(C=1C(OC)=CC(OC)=C(OC)C1)=O Asaronaldehyd